ClC(C[Na])Br chloro(bromo)ethyl-sodium